(7-chloro-1-hydroxynaphthalen-2-yl)boric acid ClC1=CC=C2C=CC(=C(C2=C1)O)OB(O)O